BrC=1C=C(CN2N=C(N=C2N)NC=2C=NC=CC2)C=CC1 1-(3-bromobenzyl)-N3-(pyridin-3-yl)-1H-1,2,4-triazole-3,5-diamine